ethyl 2-((2S,4R)-4-((((9H-fluoren-9-yl)methoxy)carbonyl)amino)-1-(((3-chlorobenzyl)oxy)carbonyl)pyrrolidin-2-yl)thiazole-4-carboxylate C1=CC=CC=2C3=CC=CC=C3C(C12)COC(=O)N[C@@H]1C[C@H](N(C1)C(=O)OCC1=CC(=CC=C1)Cl)C=1SC=C(N1)C(=O)OCC